C(CC(C)C)NC1=C2NC=NC2=NC=N1 N6-(isopentyl)adenine